BrC=1C(=NC(=NC1NN)N)C1=C(C=CC=C1)F 5-bromo-4-(2-fluorophenyl)-6-hydrazinopyrimidin-2-amine